BrC=1C(=NC=CC1)CC1N(C(C2=CC=CC=C12)=O)CC1=CC(=C(C=C1)[N+](=O)[O-])F 3-((3-bromopyridin-2-yl)methyl)-2-(3-fluoro-4-nitrobenzyl)isoindolin-1-one